(1S,2S,3R,5S)-3-(4-amino-5-fluoro-7H-pyrrolo[2,3-d]pyrimidin-7-yl)-5-((1,2,3,4-tetrahydroisoquinolin-8-yl)oxy)cyclopentane-1,2-diol NC=1C2=C(N=CN1)N(C=C2F)[C@H]2[C@@H]([C@@H]([C@H](C2)OC=2C=CC=C1CCNCC21)O)O